water ammonium lauryl-sulfate C(CCCCCCCCCCC)OS(=O)(=O)[O-].[NH4+].O